N[C@@H]1C[C@@H](CC1)C(=O)NCCN1C(C=CC1=O)=O (1R,3S)-3-amino-N-[2-(2,5-dioxo-2,5-dihydro-1H-pyrrol-1-yl)ethyl]cyclopentancarboxamid